phenethyl salicylate (2-hydroxybenzoate) OC1=C(C(=O)O)C=CC=C1.C(C=1C(O)=CC=CC1)(=O)OCCC1=CC=CC=C1